(methylsulfonyl)-7-azaspiro[3.5]nonan CS(=O)(=O)C1CCC12CCNCC2